hexahydro-2(1H)-Cyclopentimidazolone N1C(NC2C1CCC2)=O